propylmethyl methacrylate C(C(=C)C)(=O)OCCCC